2-(2,6-dioxopiperidin-3-yl)-1-oxo-6-(trifluoromethyl)isoindoline-4-carbonitrile O=C1NC(CCC1N1C(C=2C=C(C=C(C2C1)C#N)C(F)(F)F)=O)=O